C1(=CC=CC=C1)S(=O)(=O)N1C=C(C=2C1=NC(=CC2)C=2N(N=NC2)C)C2=NC(=NC=C2C(F)(F)F)N[C@@H]2CC[C@H](N(C2)C(=O)OCC2=CC=CC=C2)C benzyl (2R,5R)-5-[[4-[1-(benzenesulfonyl)-6-(3-methyltriazol-4-yl)pyrrolo[2,3-b]pyridin-3-yl]-5-(trifluoromethyl)pyrimidin-2-yl]amino]-2-methyl-piperidine-1-carboxylate